CNC(=O)[C@H]1O[C@H]([C@@H]([C@@H]1N)O)N1C2=NC=NC(=C2N=C1)NCC1=C(C=CC(=C1)Cl)Cl (2S,3S,4R,5R)-3-amino-5-[6-(2,5-dichlorobenzylamino)purin-9-yl]-4-hydroxy-tetrahydrofuran-2-carboxylic acid methylamide